N-(((9H-fluoren-9-yl)methoxy)carbonyl)-N-(15-(tert-butyloxy)-15-oxopentadecyl)-L-alanine C1=CC=CC=2C3=CC=CC=C3C(C12)COC(=O)N([C@@H](C)C(=O)O)CCCCCCCCCCCCCCC(=O)OC(C)(C)C